1-((3R,4S)-3-Fluoro-4-((5-(1-((S)-1-fluoropropan-2-yl)-1H-benzo[d][1,2,3]triazol-6-yl)-4-methoxypyrrolo[2,1-f][1,2,4]triazin-2-yl)amino)piperidin-1-yl)ethan-1-one F[C@@H]1CN(CC[C@@H]1NC1=NN2C(C(=N1)OC)=C(C=C2)C=2C=CC1=C(N(N=N1)[C@H](CF)C)C2)C(C)=O